C(C)OC(=O)C1C2CC(CC12)O[Si](C)(C)C(C)(C)C 3-[tert-butyl-(dimethyl)silyl]oxybicyclo[3.1.0]hexane-6-carboxylic acid ethyl ester